3-((S)-3-((R)-8-((R)-1,3-dimethyl-2,3-dihydro-1H-pyrido[2,3-b][1,4]oxazin-7-ylsulfonyl)-1-oxa-8-azaspiro[4.5]decan-3-ylamino)-2-hydroxypropoxy)-N-methylbenzenesulfonamide CN1C2=C(O[C@@H](C1)C)N=CC(=C2)S(=O)(=O)N2CCC1(C[C@H](CO1)NC[C@@H](COC=1C=C(C=CC1)S(=O)(=O)NC)O)CC2